pyrazino[1,2-a]pyrimidin-4-one N1=C2N(C(C=C1)=O)C=CN=C2